[C@@H]12OC[C@@H](N(C1)CC=1C=CC(=NC1)C=1C=NC(=CC1NC1=NC(=NC=C1)C(C)(F)F)NC(C)=O)C2 N-(5-(((1S,4S)-2-oxa-5-azabicyclo[2.2.1]heptan-5-yl)methyl)-4'-((2-(1,1-difluoroethyl)pyrimidin-4-yl)amino)-[2,3'-bipyridin]-6'-yl)acetamide